C(C)N(C\C=C(\CCC=C(C)C)/C)CC N,N-diethyl-3,7-dimethyl-(E)-2,6-octadien-1-amine